CN1CC(CC1)OC=1C=NC(=NC1)NC1CCC(CC1)OC1=C2C=C(C=NC2=CC(=N1)N1CCOCC1)O 5-[4-[[5-(1-methylpyrrolidin-3-yl)oxypyrimidin-2-yl]amino]cyclohexoxy]-7-morpholino-1,6-naphthyridin-3-ol